(4'-nitrophenyl)-4-hydroxy-2-butanone [N+](=O)([O-])C1=CC=C(C=C1)CC(CCO)=O